CSC1=NC=CN=C1 methylthiopyrazine